Meglumine (E)-3-(3,5-dichloro-4-((1R,3R)-2-(2-fluoro-2-methylpropyl)-3-methyl-2,3,4,9-tetrahydro-1H-pyrido[3,4-b]indol-1-yl)phenyl)acrylate ClC=1C=C(C=C(C1[C@H]1N([C@@H](CC2=C1NC1=CC=CC=C21)C)CC(C)(C)F)Cl)C(C(=O)O[C@H]([C@H](CNC)O)[C@H](O)[C@H](O)CO)=C